C(CCC)OC=1C=C2C=CC(=CC2=CC1)S1CCCC1 1-(6-n-butyloxynaphthalen-2-yl)tetrahydrothiophene